N-{3-[2-(4-chloro-3-fluorophenoxy)acetamido]bicyclo[1.1.1]pentan-1-yl}-7-methyl-4-oxo-4H-1-benzopyran-2-carboxamide ClC1=C(C=C(OCC(=O)NC23CC(C2)(C3)NC(=O)C=3OC2=C(C(C3)=O)C=CC(=C2)C)C=C1)F